C(C=C)(=O)OCCCCCCOC1=CC=C(C(=O)OC2=C(C=C(C=C2)OC(C2=CC=C(C=C2)OCCCCCCOC(C=C)=O)=O)C)C=C1 1,4-bis-[4-(6-acryloxyhexyloxy)benzoyl-oxy]-2-methylbenzene